1-(methylsulfanyl-methyl)cyclopropylamine CSCC1(CC1)N